1-Aminopentan-4-ol NCCCC(C)O